FC1=CC=C(C=C1)C=1C=C2C(=C(C(N(C2=NC1)CCN1CCOCC1)=O)C(=O)NC(CO)(C)C)O 6-(4-fluorophenyl)-4-hydroxy-N-(1-hydroxy-2-methylpropan-2-yl)-1-(2-morpholinoethyl)-2-oxo-1,2-dihydro-1,8-naphthyridine-3-carboxamide